CNC=1N=CC(=C2C=C(N=CC12)NC(=O)C1CC1)C1=NN2C(C=CC(=C2)N2CCOCC2)=N1 N-(8-(methylamino)-5-(6-morpholino-[1,2,4]triazolo[1,5-a]pyridin-2-yl)-2,7-naphthyridin-3-yl)cyclopropanecarboxamide